2-[[6-[(3,6-dichloro-5-cyano-2-pyridyl)amino]-1-methyl-2-oxo-3-quinolyl]oxy]-N-methyl-acetamide ClC=1C(=NC(=C(C1)C#N)Cl)NC=1C=C2C=C(C(N(C2=CC1)C)=O)OCC(=O)NC